(7-fluorobenzo[d][1,3]dioxol-4-yl)methanol FC1=CC=C(C2=C1OCO2)CO